C1(CCC1)N(C(C(S)C1(CCCCC1)O)=O)C N-cyclobutyl-2-(1-hydroxycyclohexyl)-2-mercapto-N-methylacetamide